N1(CCOCC1)C=1C2=C(N=CN1)NC(=C2)C2=CC=C(C=C2)C=2C(=NC=CC2CN2C[C@@H](CCC2)NC(C=C)=O)C(=O)N [4-[4-(4-morpholinyl)-7H-pyrrolo[2,3-d]pyrimidin-6-yl]phenyl]-4-[[3(R)-[(1-oxo-2-propen-1-yl)amino]-1-piperidinyl]methyl]-2-pyridinecarboxamide